pyrido[2,1-a]isoquinoline-3-carboxylic acid C=1C=C(CN2C1C1=CC=CC=C1C=C2)C(=O)O